C1(=CC=CC=C1)C(=O)C1=CC=C(C=C1)C1=C(C=CC(=C1)B1OC(C(O1)(C)C)(C)C)C1=NC=CC=C1 phenyl(2'-(pyridin-2-yl)-5'-(4,4,5,5-tetramethyl-1,3,2-dioxaborolan-2-yl)-[1,1'-biphenyl]-4-yl)methanone